FC1(C(C1)(COC(C1=CC=CC=C1)(C1=CC=CC=C1)C1=CC=CC=C1)CN(C)C)F 1-(2,2-difluoro-1-((trityloxy)methyl)cyclopropyl)-N,N-dimethylmethanamine